S-(OCTANOYL)MERCAPTOPROPYLTRIETHOXYSILANE C(CCCCCCC)(=O)SCCC[Si](OCC)(OCC)OCC